4-(3-((5-chloro-2-((3-methyl-1-(1-methylpiperidin-4-yl)-1H-pyrazol-4-yl)amino)pyrimidin-4-yl)amino)propyl)-1,4-oxazepan-5-one ClC=1C(=NC(=NC1)NC=1C(=NN(C1)C1CCN(CC1)C)C)NCCCN1CCOCCC1=O